(2R,4R,5S)-2-(tert-butyl)-3-formyl-5-(pyridin-2-yl)-1,3-selenazolidine-4-carboxylic acid methyl ester COC(=O)[C@H]1N([C@H]([Se][C@@H]1C1=NC=CC=C1)C(C)(C)C)C=O